FC=1C=C(C=CC1)[B-](C1=CC(=CC=C1)F)(C1=CC(=CC=C1)F)C1=CC(=CC=C1)F.[C@H]12CCC[C@H](CC1)N2C tropane tetrakis(m-fluorophenyl)borate